BrC1=CC=C(C=C1)[C@@H]1[C@H]([C@@H](C[C@@H](C1)OCC1CC1)C(=O)Cl)C(=O)OCC1=CC=CC=C1 |r| rac-benzyl (1R,2S,4R,6R)-2-(4-bromophenyl)-6-(chlorocarbonyl)-4-(cyclopropylmethoxy)cyclohexane-1-carboxylate